(5-Oxo-5,6-dihydro-indolo[1,2-A]quinazolin-7-YL)-acetic acid O=C1NC=2N(C=3C=CC=CC13)C1=CC=CC=C1C2CC(=O)O